((1R,3S)-3-(2,6-dichloro-9H-purin-9-yl)cyclopentyl)methanol ClC1=NC(=C2N=CN(C2=N1)[C@@H]1C[C@@H](CC1)CO)Cl